NC1=NC=CC(=C1)CN1C(N(C(C1(C)C)=O)C1=CC=C(C=C1)C1(CC1)C(F)(F)F)=O 1-((2-aminopyridin-4-yl)methyl)-5,5-dimethyl-3-(4-(1-(trifluoromethyl)cyclopropyl)phenyl)imidazolidine-2,4-dione